(R)-3-(7-Chloro-4-methyl-1-oxo-10-(3-phenoxypropyl)-6-(1,3,5-trimethyl-1H-pyrazol-4-yl)-3,4-dihydropyrazino[1,2-a]indol-2(1H)-yl)-1-methyl-1H-indole-5-carboxylic Acid ClC=1C=CC=2C(=C3N(C2C1C=1C(=NN(C1C)C)C)[C@@H](CN(C3=O)C3=CN(C1=CC=C(C=C31)C(=O)O)C)C)CCCOC3=CC=CC=C3